C1(CC1)CC(C(CC1=CC(=C(C=C1)S(=O)(=O)N)F)C(C1=CC=C(C=C1)F)=O)=O 4-(4-cyclopropyl-2-(4-fluorobenzoyl)-3-oxobutyl)-2-fluorobenzenesulfonamide